N-{2-({5'-chloro-7'-oxo-7',8'-dihydro-6'H-spiro[cyclohexane-1,9'-furo[2,3-f]quinazoline]-2'-ylmethyl}amino)ethyl}acetamide ClC=1C=C2C(=C3C4(NC(NC13)=O)CCCCC4)OC(=C2)CNCCNC(C)=O